rac-5-(1-methylindol-5-yl)-3-[6-methyl-3-[3-(trifluoromethyl)phenoxy]pyridazin-4-yl]-4,5,6,7-tetrahydro-1,2,4-oxadiazepine CN1C=CC2=CC(=CC=C12)[C@@H]1NC(=NOCC1)C1=C(N=NC(=C1)C)OC1=CC(=CC=C1)C(F)(F)F |r|